1-({3,4-difluoro-2-[(2-fluoro-4-iodophenyl)amino]Phenyl}carbonyl)-3-{[(phenylmethyl)amino]Methyl}azetidine-3-ol FC=1C(=C(C=CC1F)C(=O)N1CC(C1)(O)CNCC1=CC=CC=C1)NC1=C(C=C(C=C1)I)F